NC=1C=CC(=NC1NC1=CN=NC=C1)N1[C@@H](CN(CC1)C(=O)OC(C)(C)C)C tert-butyl (3R)-4-[5-amino-6-(pyridazin-4-ylamino)-2-pyridyl]-3-methyl-piperazine-1-carboxylate